C(C=C)(=O)OC(C(F)(F)F)(C(C(C(F)(F)F)(F)F)(F)F)C(F)(F)F perfluoro-2-methyl-2-pentyl acrylate